4-(5-((3R,5S)-3,5-difluoropiperidine-1-carbonyl)-1H-pyrrolo[2,3-b]pyridin-1-yl)benzonitrile F[C@H]1CN(C[C@H](C1)F)C(=O)C=1C=C2C(=NC1)N(C=C2)C2=CC=C(C#N)C=C2